5-(3-(cyclopentylethynyl)-2-fluoro-6-hydroxyphenyl)-1,2,5-thiadiazolidin-3-one 1,1-dioxide C1(CCCC1)C#CC=1C(=C(C(=CC1)O)N1CC(NS1(=O)=O)=O)F